BrC1=CC(=C(C=2C=COC21)OCC2=NN(C=C2)C)C=O 7-bromo-4-((1-methyl-1H-pyrazol-3-yl)methoxy)benzofuran-5-carbaldehyde